[N+](=O)([O-])C=1C=NN(C1)CCC(=O)OC methyl 3-(4-nitro-1H-pyrazol-1-yl)propanoate